(3R)-1-(7-(8-ethyl-7-fluoro-3-(methoxymethoxy)naphthalen-1-yl)-8-fluoro-2-((3-methyl-3-azabicyclo[5.1.0]octan-1-yl)methoxy)pyrido[4,3-d]pyrimidin-4-yl)-3-methylpiperidin-3-ol C(C)C=1C(=CC=C2C=C(C=C(C12)C1=C(C=2N=C(N=C(C2C=N1)N1C[C@@](CCC1)(O)C)OCC12CN(CCCC2C1)C)F)OCOC)F